tris(isopropyldimethylsilyl)arsine C(C)(C)[Si](C)(C)[As]([Si](C(C)C)(C)C)[Si](C(C)C)(C)C